Ethyl-2-(2-(4-bromophenyl)hydrazono)acetat C(C)OC(C=NNC1=CC=C(C=C1)Br)=O